4-(difluoromethyl)-N-[4-fluoro-2-[(3R)-3,4-dimethylpiperazin-1-yl]-5-[2-[(2R)-2-methylmorpholin-4-yl]pyrimidin-5-yl]phenyl]-1-methyl-6-oxopyridine-3-carboxamide FC(C=1C(=CN(C(C1)=O)C)C(=O)NC1=C(C=C(C(=C1)C=1C=NC(=NC1)N1C[C@H](OCC1)C)F)N1C[C@H](N(CC1)C)C)F